ClC1=CC(=C(C=C1Cl)C(NS(=O)C(C)(C)C)C1C2CN(CC1CC2)C(=O)[C@@H]2OC(OC2)(C)C)OCC=C N-[[4,5-dichloro-2-(prop-2-en-1-yloxy)phenyl]([3-[(4R)-2,2-dimethyl-1,3-dioxolane-4-carbonyl]-3-azabicyclo[3.2.1]octan-8-yl])methyl]-2-methylpropane-2-sulfinamide